ClC1=CN=CC=2N=C(N=C(C21)NC2(CC2)C)C2=CC=NC=C2 5-chloro-N-(1-methylcyclopropyl)-2-(pyridin-4-yl)pyrido[3,4-d]pyrimidin-4-amine